2-((tert-Butoxycarbonyl)amino)-2-(1-methylcyclohexyl)acetic acid C(C)(C)(C)OC(=O)NC(C(=O)O)C1(CCCCC1)C